ClCCN1CCN(CC1)CC1=CC=CC=C1 1-(2-chloroethyl)-4-benzylpiperazine